N-(3-chloro-1H-indol-7-yl)-1-methyl-pyrazole-4-sulfonamide ClC1=CNC2=C(C=CC=C12)NS(=O)(=O)C=1C=NN(C1)C